FC=1C(=C(C=CC1F)[C@@H]1[C@H](O[C@@]([C@@H]1C)(C(F)(F)F)C)C(=O)NC1=CC(=NC=N1)C(=O)N)OC 6-[[(2S,3R,4R,5S)-3-(3,4-difluoro-2-methoxy-phenyl)-4,5-dimethyl-5-(trifluoromethyl)tetrahydrofuran-2-carbonyl]amino]pyrimidine-4-carboxamide